C1(=CC=CC=C1)[C@@H](C)NC(=O)N1[C@H](CCC1)C(=O)NCC=1C=NC=CC1 (R)-N1-((R)-1-Phenylethyl)-N2-(pyridin-3-ylmethyl)pyrrolidine-1,2-dicarboxamide